ethyl-1H-pyrazole-5-carboxamide C(C)N1N=CC=C1C(=O)N